6-aza-2-thiothymine N1C(=S)NC(=O)C(C)=N1